2-(4-chloro-3-fluorophenoxy)-N-(3-(5-(3-fluoroazetidin-3-yl)-1,3,4-oxadiazol-2-yl)bicyclo[1.1.1]pent-1-yl)acetamide trifluoroacetate FC(C(=O)O)(F)F.ClC1=C(C=C(OCC(=O)NC23CC(C2)(C3)C=3OC(=NN3)C3(CNC3)F)C=C1)F